C(C=C)(=O)OCC(C)(O)OC(C=C)=O 2-hydroxypropylene glycol diacrylate